7-[(1R,2R,3R)-3-benzyloxy-2-(4,4-difluoro-3-keto-octyl)-5-keto-cyclopentyl]heptanoic acid phenylmethyl ester C1(=CC=CC=C1)COC(CCCCCC[C@@H]1[C@H]([C@@H](CC1=O)OCC1=CC=CC=C1)CCC(C(CCCC)(F)F)=O)=O